C(=O)([O-])OC(=O)OC(=O)[O-].[U+2](=O)=O.[Na] sodium uranyl tricarbonate